[Cl-].CN(C=C(\C=[NH+]\C)C=1C2=C(N=CN1)NC=C2)C (E)-N-(3-(dimethylamino)-2-(7H-pyrrolo[2,3-d]pyrimidin-4-yl)allylidene)-N-methyl-ammonium chloride